Methyl 5-chloro-6'-(trifluoromethyl)-[2,3'-bipyridine]-6-carboxylate ClC=1C=CC(=NC1C(=O)OC)C=1C=NC(=CC1)C(F)(F)F